(S)-2-(2-((1-(5-(aminomethyl)-1,3,4-oxadiazol-2-yl)-2-(1H-indol-3-yl)ethyl)carbamoyl)-2,3-dihydro-1H-inden-2-yl)acetic acid NCC1=NN=C(O1)[C@H](CC1=CNC2=CC=CC=C12)NC(=O)C1(CC2=CC=CC=C2C1)CC(=O)O